C(C)(C)(C)OC(=O)N1[C@H](CCC1)CN(C)C1=NC=CC=C1Cl (2R)-2-[[(3-chloropyridin-2-yl)(methyl)amino]methyl]pyrrolidine-1-carboxylic acid tert-butyl ester